BrC1=C(C2=C(C(N3[C@@H](CO2)CNCC3)=O)C=C1Cl)Cl (12aR)-9-bromo-8,10-dichloro-1,2,3,4,12,12a-hexahydro-6H-pyrazino[2,1-c][1,4]benzooxazepin-6-one